methyl-3-(trifluoro-methyl)-N-[2'-(trifluoromethyl)biphenyl-2-yl]-1H-pyrazole-4-carboxamide CN1N=C(C(=C1)C(=O)NC1=C(C=CC=C1)C1=C(C=CC=C1)C(F)(F)F)C(F)(F)F